[Cl-].[Cl-].CN(C)CC1(C=CC=C1)[Hf+2]C1(C=CC=C1)CN(C)C Bis(N,N-dimethylaminomethylcyclopentadienyl)hafnium dichloride